ClC1=CC(=C(C(=C1)C)C=1C(NC2(CCC3(OCCO3)CC2)C1O)=O)C 11-(4-chloro-2,6-dimethylphenyl)-12-hydroxy-1,4-dioxa-9-azadispiro[4.2.48.25]tetradecan-11-en-10-one